5-(1-(2,2-difluoroethyl)-1H-benzo[d]imidazol-6-yl)-N-((3R,4R)-3-fluoro-1-(2-methoxyethyl)piperidin-4-yl)-4-methoxypyrrolo[2,1-f][1,2,4]triazin-2-amine FC(CN1C=NC2=C1C=C(C=C2)C=2C=CN1N=C(N=C(C12)OC)N[C@H]1[C@@H](CN(CC1)CCOC)F)F